N=1N(N=CC1)C1=C(C=C(C=N1)NC(=O)N)C(F)(F)F (6-(2H-1,2,3-triazol-2-yl)-5-(trifluoromethyl)pyridin-3-yl)urea